C(C)(C)(C)OC(N(C)C1CC(C1)(C1=CC(=CC=C1)C(C)C)O)=O (3-Hydroxy-3-(3-isopropylphenyl)cyclobutyl)(methyl)carbamic acid tert-butyl ester